(Z)-5-(2-fluoro-6-hydroxy-4-methyl-3-(pyrrolidin-3-ylidenemethyl)phenyl)-1,2,5-thiadiazolidin-3-one 1,1-dioxide FC1=C(C(=CC(=C1\C=C\1/CNCC1)C)O)N1CC(NS1(=O)=O)=O